C(CCC)C1=C(N)C=CC=C1 2-n-Butyl-Aniline